(S)-10-(4-fluorophenyl)-3-((methoxymethoxy)methyl)-7-(piperazin-1-yl)-9-(trifluoromethyl)-2H-[1,4]thiazino[2,3,4-ij]quinazolin-5(3H)-one FC1=CC=C(C=C1)C1=C(C=C2C(=NC(N3C2=C1SC[C@@H]3COCOC)=O)N3CCNCC3)C(F)(F)F